4-[[2-(difluoromethoxy)-3-methyl-phenyl]sulfonylamino]phthalic acid FC(OC1=C(C=CC=C1C)S(=O)(=O)NC=1C=C(C(C(=O)O)=CC1)C(=O)O)F